NCCC[Si](OCCOCCOC)(OCCOCCOC)OCCOCCOC 3-aminopropyl-tris(2-(2-methoxyethoxy)ethoxy)silane